5-(6-((1-(4-(4-chloro-1-(4-hydroxyphenyl)-2-phenylbut-1-en-1-yl)phenyl)piperidin-4-yl)methyl)-3,6-diazabicyclo[3.1.1]heptan-3-yl)-2-(2,6-dioxopiperidin-3-yl)isoindoline-1,3-dione ClCCC(=C(C1=CC=C(C=C1)O)C1=CC=C(C=C1)N1CCC(CC1)CN1C2CN(CC1C2)C=2C=C1C(N(C(C1=CC2)=O)C2C(NC(CC2)=O)=O)=O)C2=CC=CC=C2